C(C)(C)(C)OC(=O)C=1C=CC2=C(N(C(=N2)CN2CC3=C(C(=CC=C3CC2)OCC2=C(C=C(C=C2)C#N)F)Cl)C[C@H]2OCC2)C1 (S)-2-((8-chloro-7-((4-cyano-2-fluorobenzyl)oxy)-3,4-dihydroisoquinolin-2(1H)-yl)methyl)-1-((oxetan-2-yl)methyl)-1H-benzo[d]imidazole-6-carboxylic acid tert-butyl ester